C(#N)C1=CC(=C(COC2=CC=CC(=N2)C2CCN(CC2)CC(=O)OC(C)(C)C)C=C1)F tert-butyl 2-(4-(6-((4-cyano-2-fluorobenzyl)oxy)pyridin-2-yl)piperidin-1-yl)acetate